8-(1-(4-aminophenyl)piperidin-4-yl)-2-(5-((5-chloro-4-(piperidin-1-yl)pyrimidin-2-yl)amino)pyridin-3-yl)-2,8-diazaspiro[4.5]decan-1-one NC1=CC=C(C=C1)N1CCC(CC1)N1CCC2(CCN(C2=O)C=2C=NC=C(C2)NC2=NC=C(C(=N2)N2CCCCC2)Cl)CC1